CC1=C(C=C(C=C1)N1CCN(CC1)C(=O)OC(C)(C)C)C(NC1(CC1)C1=C2C=CC=NC2=CC(=C1)C=1C=NN(C1)C)=O tert-Butyl 4-(4-methyl-3-((1-(7-(1-methyl-1H-pyrazol-4-yl)quinolin-5-yl)cyclopropyl)carbamoyl)phenyl)piperazine-1-carboxylate